FC=1C(=C(C=CC1F)[C@@H]1CO[C@]([C@H]1C)(C(F)(F)F)C)O (2R,3R,4S,5R)-3-(3,4-difluoro-2-hydroxy-phenyl)-4,5-dimethyl-5-(trifluoromethyl)tetrahydrofuran